BrC1=C2C(=NC=C1)NC(C2)C 4-bromo-2-methyl-2,3-dihydro-1H-pyrrolo[2,3-b]pyridine